S1C(=CC2=C1C=1SC3=C(C1S2)SC=C3)[Sn](CCCC)(CCCC)CCCC (thieno[2',3':4,5]thieno[3,2-B]thieno[2,3-d]thiophen-2-yl)tributyltin